C(CC(C)C)NC(=O)N1C(N(C2=NC=CC=C21)C)=O N-iso-Pentyl-3-methyl-2-oxo-2,3-dihydro-1H-imidazo[4,5-b]pyridine-1-carboxamide